2-(2-bromophenoxy)acetonitrile BrC1=C(OCC#N)C=CC=C1